BrC=1C=C2N(N=CC(=C2OC2CCCC2)C(=NC2=C(C=C(C=C2)O[Si](C)(C)C(C)(C)C)CC)N)C1 6-bromo-N'-[4-[tert-butyl(dimethyl)silyl]oxy-2-ethyl-phenyl]-4-(cyclopentoxy)pyrrolo-[1,2-b]pyridazine-3-carboxamidine